CC1=C2COC(=O)C2=C(C(=C1OC)C/C=C(\\C)/CCC(=O)[O-])O.[Na+] The molecule is an organic sodium salt that is the sodium salt of mycophenolic acid. An immunosuppressant, it is widely used to prevent tissue rejection following organ transplants and for the treatment of certain autoimmune diseases. It has a role as an EC 1.1.1.205 (IMP dehydrogenase) inhibitor and an immunosuppressive agent. It contains a mycophenolate.